bromo-oxyether BrOOOBr